tert-butyl 4-cyanopyrrolo[2,3-b]pyridine-1-carboxylate C(#N)C1=C2C(=NC=C1)N(C=C2)C(=O)OC(C)(C)C